4,6-Dichloro-2-(methylthio)pyrimidin-5-amine ClC1=NC(=NC(=C1N)Cl)SC